C(#N)C(C(N)C#N)N 1,2-dicyanoethylenediamine